N-(piperidin-3-yl)benzamide N1CC(CCC1)NC(C1=CC=CC=C1)=O